CNS(=O)(=O)C1=CC(=C(C=C1)NC=1C=NC(=CC1)OC(F)(F)F)C=1N=C2OC(CN2C1)C N-methyl-3-(2-methyl-2,3-dihydroimidazo[2,1-b]oxazol-6-yl)-4-((6-(trifluoromethoxy)pyridin-3-yl)amino)benzenesulfonamide